(2S,4R)-4-(5-azidopentanamido)-N-((S)-1-(4-(4-methylthiazol-5-yl)phenyl)ethyl)pyrrolidine-2-carboxamide N(=[N+]=[N-])CCCCC(=O)N[C@@H]1C[C@H](NC1)C(=O)N[C@@H](C)C1=CC=C(C=C1)C1=C(N=CS1)C